3-methyl-4,5,6,7-tetrahydro-1H-indazole-5-carbonyl chloride CC1=NNC=2CCC(CC12)C(=O)Cl